((1s,3s)-3-Hydroxy-3-methylcyclobutyl)(7-(4-methoxy-6-methylpyridin-2-yl)-2-azaspiro[3.5]nonan-2-yl)methanon OC1(CC(C1)C(=O)N1CC2(C1)CCC(CC2)C2=NC(=CC(=C2)OC)C)C